COC1=C(C=C(C=C1)C1=CC=CC=C1)N1CCNS1 5-(4-METHOXYBIPHENYL-3-YL)-1,2,5-THIADIAZOLIDIN